Potassium (R)-2-((6-((tert-butyldiphenylsilyl)oxy)hexan-2-yl)oxy)-6-methylpyridine-3-thiolate [Si](C1=CC=CC=C1)(C1=CC=CC=C1)(C(C)(C)C)OCCCC[C@@H](C)OC1=NC(=CC=C1[S-])C.[K+]